1-ethyl-3,8-dimethylpyrido[2,3-d]Pyrimidine-2,4,7(1H,3H,8H)-trione C(C)N1C(N(C(C2=C1N(C(C=C2)=O)C)=O)C)=O